methyl 5-(hydroxymethyl)-4-iodo-1-methyl-pyrazole-3-carboxylate OCC1=C(C(=NN1C)C(=O)OC)I